diethyl-biphenyl-4,4'-diol C(C)C=1C(=C(C=CC1O)C1=CC=C(C=C1)O)CC